ClC=1C=C(C(=O)OC)C=C(N1)N1[C@@H](COCC1)C Methyl (R)-2-chloro-6-(3-methylmorpholino)isonicotinate